C1(CC1)N(C=1C=C(C=C(C1)F)CC(C#C)(O)C)C1=NC=2N(C3=CC=C(C=C13)F)C=NN2 (3-(cyclopropyl-(7-fluoro-[1,2,4]triazolo[4,3-a]quinazolin-5-yl)amino)-5-fluorophenyl)-2-methylbut-3-yn-2-ol